(6S)-6-{[2-(4-methoxyphenyl)[1,2,4]triazolo[1,5-c]quinazolin-5-yl]amino}-1,4-diazepin-5-one COC1=CC=C(C=C1)C1=NN2C(=NC=3C=CC=CC3C2=N1)NC=1C(N=CC=NC1)=O